(2S)-2-{[(4-cyanopyridin-3-yl)oxy]methyl}morpholine-4-carboxylic acid tert-butyl ester C(C)(C)(C)OC(=O)N1C[C@H](OCC1)COC=1C=NC=CC1C#N